C(C)(=O)OC(=C)C=CCCCCC nonadien-2-yl acetate